FC(CCS(=O)(=O)[O-])(F)F trifluoropropanesulfonate